ClC1=CC=C2[C@@]3(C(N(C2=C1)C1=NC=CC=C1)=O)CC1=CC=C(C=C1C3)C(=O)O 6'-chloro-2'-oxo-r-(pyridin-2-yl)-1,3-dihydrospiro[indene-2,3'-indoline]-5-carboxylic acid